C1(CC1)C(=O)NC1=CC(=C(N=N1)C(=O)NC([2H])([2H])[2H])NC1=C(C(=CC=C1)C1=NC=C(N=C1)OC)OC 6-cyclopropaneamido-4-{[2-methoxy-3-(5-methoxypyrazin-2-yl)phenyl]amino}-N-(2H3)methylpyridazine-3-carboxamide